2-(trimethylsilyl)ethyl (3-(3-(4-chlorophenyl)-2-oxopyrrolidin-1-yl)bicyclo[1.1.1]pentan-1-yl)carbamate ClC1=CC=C(C=C1)C1C(N(CC1)C12CC(C1)(C2)NC(OCC[Si](C)(C)C)=O)=O